2-((1R,2R)-1-(2-chloro-5-fluorophenyl)-1-(1,3-dimethyl-1H-pyrazol-5-yl)propan-2-yl)-5-hydroxy-N-(isoxazol-4-yl)-1-methyl-6-oxo-1,6-dihydropyrimidine-4-carboxamide ClC1=C(C=C(C=C1)F)[C@@H]([C@@H](C)C=1N(C(C(=C(N1)C(=O)NC=1C=NOC1)O)=O)C)C1=CC(=NN1C)C